4-(((2-(pyridin-2-yl)-5-(pyridin-4-yl)thieno[2,3-d]pyrimidin-4-yl)amino)methyl)benzenesulfonamide N1=C(C=CC=C1)C=1N=C(C2=C(N1)SC=C2C2=CC=NC=C2)NCC2=CC=C(C=C2)S(=O)(=O)N